N-((1S)-((S)-3,3-difluorocyclohexyl)(3-isopropyl-2-(((3R,5R)-2-oxo-5-(trifluoromethyl)piperidin-3-yl)methyl)imidazo[1,2-b][1,2,4]triazin-6-yl)methyl)-1-ethyl-1H-pyrazole-5-carboxamide FC1(C[C@H](CCC1)[C@H](NC(=O)C1=CC=NN1CC)C=1N=C2N(N=C(C(=N2)C(C)C)C[C@@H]2C(NC[C@@H](C2)C(F)(F)F)=O)C1)F